(6S,7S)-6-((2-fluoro-[1,1'-biphenyl]-3-yl)methyl)-N-((R)-1-fluoropropan-2-yl)-7-(methyl-sulfonamido)-5-azaspiro[2.4]heptane-5-carboxamide FC1=C(C=CC=C1C[C@@H]1N(CC2(CC2)[C@@H]1NS(=O)(=O)C)C(=O)N[C@@H](CF)C)C1=CC=CC=C1